(S)-2-((6-(2-(azetidin-3-yloxy)ethyl)-1-methyl-2-oxo-1,2,3,4,5,6-hexahydrobenzo[b][1,4]diazocine-3-yl)amino)-6-methyl-4-(trifluoromethyl)nicotinonitrile N1CC(C1)OCCN1C2=C(N(C([C@H](CC1)NC1=C(C#N)C(=CC(=N1)C)C(F)(F)F)=O)C)C=CC=C2